CC1(OB(OC1(C)C)C1=CC=C(C=C1)C1(CCOCC1)O)C 4-(4-(4,4,5,5-tetramethyl-1,3,2-dioxaborolan-2-yl)phenyl)tetrahydro-2H-pyran-4-ol